5-(4-((2,3-dihydrobenzo[b][1,4]dioxin-6-yl-2,2,3,3-d4)oxy)piperidin-1-yl)-2-methyl-6,7,8,9-tetrahydro-[1,2,4]triazolo[4,3-a]quinazolin-1(2H)-one O1C2=C(OC(C1([2H])[2H])([2H])[2H])C=C(C=C2)OC2CCN(CC2)C2=NC=1N(C=3CCCCC23)C(N(N1)C)=O